4-amino-3-chloro-N-(1-(1-(((2S,3S)-2-ethoxy-5-oxotetrahydrofuran-3-yl)carbamoyl)cyclopropyl)-5-fluoro-2-oxo-1,2-dihydropyridin-3-yl)benzamide NC1=C(C=C(C(=O)NC=2C(N(C=C(C2)F)C2(CC2)C(N[C@@H]2[C@H](OC(C2)=O)OCC)=O)=O)C=C1)Cl